5-(4-fluorophenyl)-4-hydroxy-2-(methoxymethyl)-N-[4-[(6-methoxy-1,5-naphthyridin-4-yl)oxy]phenyl]-6-methylpyridine-3-carboxamide FC1=CC=C(C=C1)C=1C(=C(C(=NC1C)COC)C(=O)NC1=CC=C(C=C1)OC1=CC=NC2=CC=C(N=C12)OC)O